6-(6-(1-(8-(cyclopropylmethyl)-8-azabicyclo[3.2.1]octan-3-yl)piperidin-4-yl)-1,4-dimethyl-1H-benzo[d]imidazol-2-yl)-8-methoxy-[1,2,4]triazolo[1,5-a]pyridine C1(CC1)CN1C2CC(CC1CC2)N2CCC(CC2)C=2C=C(C1=C(N(C(=N1)C=1C=C(C=3N(C1)N=CN3)OC)C)C2)C